C1=CC=C(C=C1)[C@@](C(=O)O)(C(C2=CC=CC=C2)(C3=CC=CC=C3)C4=CC=CC=C4)N Tetraphenylalanine